NC1=NN2C(C=C(C=C2)C=2C(=C(C(=O)OC)C(=CC2F)C)F)=N1 methyl 3-(2-amino-[1,2,4]triazolo[1,5-a]pyridin-7-yl)-2,4-difluoro-6-methylbenzoate